3-(3-fluorophenyl)-4H-chromen FC=1C=C(C=CC1)C1=COC2=CC=CC=C2C1